(S)-4-[4-(1-acetamido-ethyl)phenylamino]-7-methoxy-6-(3-chloropropoxy)quinazoline C(C)(=O)N[C@@H](C)C1=CC=C(C=C1)NC1=NC=NC2=CC(=C(C=C12)OCCCCl)OC